ClC=1C=C2N[C@H](C(NC2=CC1)=O)CCC (S)-6-chloro-3-propyl-3,4-dihydroquinoxalin-2(1H)-one